(S)-2-formyl-1-(oxetan-2-ylmethyl)-4-(trifluoromethyl)-1H-imidazole-5-carbonitrile C(=O)C=1N(C(=C(N1)C(F)(F)F)C#N)C[C@H]1OCC1